NC1=CC=C(C=C1)SC1=CC(C=2C3=C(N=C(C2C1=O)CC)N(C(N(C3=O)C)=O)C)=O 8-((4-aminophenyl)thio)-6-ethyl-2,4-dimethylpyrimido[4,5-c]isoquinoline-1,3,7,10(2H,4H)-tetraone